C(CCCCCCC\C=C\C\C=C\CCCCC)(=O)OCC1=C(C(=C(C(=C1)OC)C\C=C(\CC(C=C(C)C)=O)/C)O)C=O [4-[(2E)-3,7-dimethyl-5-oxoocta-2,6-dienyl]-2-formyl-3-hydroxy-5-methoxyphenyl]methyl (9E,12E)-octadeca-9,12-dienoate